CC([C@H](NC(CC1=CC=C(C=C1)C)=O)C(=O)N1[C@@H](C[C@H](C1)C(F)(F)F)C(=O)N[C@@H](C[C@H]1C(NCC1)=O)C#N)(C)C 3-Methyl-N-[(4-methylphenyl)acetyl]-L-valyl-(4R)-N-{(1S)-1-cyano-2-[(3S)-2-oxopyrrolidin-3-yl]ethyl}-4-(trifluoromethyl)-L-prolinamide